(S)-isoindoline-1-carboxylic acid benzyl ester 2,2,2-trifluoroacetate FC(C(=O)O)(F)F.C(C1=CC=CC=C1)OC(=O)[C@H]1NCC2=CC=CC=C12